ClC=1C2=C(C(=NC1)C)CC(C2)CNCCC2CN(C(O2)=O)C2=NC1=C(OCC(N1)=O)N=C2 6-[5-[2-[(4-chloro-1-methyl-6,7-dihydro-5H-cyclopenta[c]pyridin-6-yl)methylamino]ethyl]-2-oxo-1,3-oxazolidin-3-yl]-4H-pyrazino[2,3-b][1,4]oxazin-3-one